OC(CCCCCCCC(=O)O)CCCCCCCCC 9-hydroxyoctadecanoic acid